ClC1=C(C=CC=C1)C1=CC2=C(N=C(N=C2)NC2=C(C=C(C=C2)N2CCN(CC2)C(=O)OC(C)(C)C)F)N2C1=NCC2 tert-butyl 4-(4-((6-(2-chlorophenyl)-8,9-dihydroimidazo[1',2':1,6]pyrido[2,3-d]pyrimidin-2-yl)amino)-3-fluorophenyl)piperazine-1-carboxylate